NC=1C=CC(=NC1C(F)F)C=1N=NN(C1C(=O)OC)C methyl 4-(5-amino-6-(difluoromethyl) pyridin-2-yl)-1-methyl-1H-1,2,3-triazole-5-carboxylate